BrC=1SC(=CC1CCCC)Br 2,5-dibromo-3-butylthiophene